4-amino-N-((3S)-6-cyano-2,3-dihydro-1-benzofuran-3-yl)-7-fluoro-N,3-dimethyl-3H-pyrazolo[3,4-c]quinoline-8-carboxamide NC1=NC=2C=C(C(=CC2C2=C1N(N=C2)C)C(=O)N(C)[C@@H]2COC1=C2C=CC(=C1)C#N)F